7-hydroxy-3-(4'-hydroxyphenyl)-isoflavone OC1=CC=C2C(C(COC2=C1)(C1=CC=CC=C1)C1=CC=C(C=C1)O)=O